8,8-dimethyl-2-(2,3,4-trimethoxyphenyl)-4H,8H-pyrano[2,3-f]chromen-4-one CC1(OC2=CC=C3C(=C2C=C1)OC(=CC3=O)C3=C(C(=C(C=C3)OC)OC)OC)C